Cl.CN(CCCOC1=NC=C(C=C1NS(=O)(=O)N1CCN(CC1)C)C1=CC=2C3=C(C=NC2C=C1)N(C(C31CCC1)=O)C)C N-(2-(3-(Dimethylamino)propoxy)-5-(3'-methyl-2'-oxo-2',3'-dihydrospiro[cyclobutane-1,1'-pyrrolo[2,3-c]quinolin]-8'-yl)pyridin-3-yl)-4-methylpiperazine-1-sulfonamide hydrochloride